2,8-dimethyl-6-(((S)-tetrahydrofuran-3-yl)oxy)furo[2,3-h]quinazolin-4-amine CC1=NC2=C3C(=C(C=C2C(=N1)N)O[C@@H]1COCC1)OC(=C3)C